ClC1=C(C=C(C(=C1)OC1=C(C=CC=C1)F)C)N=CN(C)C(C)C N'-[2-chloro-4-(2-fluorophenoxy)-5-methylphenyl]-N-isopropyl-N-methylimidoformamide